ClC1=C(C(=C(C=C1OC)OC)Cl)C=1CCC=2C(=NNC2C1)C1=C(C=CC(=C1)F)NC(C=C)=O N-(2-(6-(2,6-dichloro-3,5-dimethoxyphenyl)-4,5-dihydro-1H-indazol-3-yl)-4-fluorophenyl)acrylamide